N,N-diethyl-2-imino-2H-pyrano[2,3-b]Quinoline-8-amine C(C)N(C1=CC=C2C=C3C(=NC2=C1)OC(C=C3)=N)CC